NCCOCCOCCC(=O)NC1=C(C(=O)NC=2N=CN(C2)C)C=CC=C1 2-(3-(2-(2-Aminoethoxy)ethoxy)propionylamino)-N-(1-methyl-1H-imidazol-4-yl)benzamide